2-[(4-chlorophenyl)methyl]-2-azaspiro[3.3]heptan-6-yl (2R,6S)-2,6-dimethyl-4-[5-(trifluoromethyl)pyrazin-2-yl]piperazine-1-carboxylate C[C@H]1N([C@H](CN(C1)C1=NC=C(N=C1)C(F)(F)F)C)C(=O)OC1CC2(CN(C2)CC2=CC=C(C=C2)Cl)C1